[Li]C1=CC=CC2=C(C3=CC=CC=C3C=C12)[Li] 1,10-dilithioanthracene